N[C@H]1C(N(C1)S(=O)(=O)C1=CC=C(C=C1)Br)=O (R)-3-amino-1-((4-bromophenyl)sulfonyl)azetidin-2-one